(7S)-4,7,8-trimethyl-2-(((4-phenylthiazol-2-yl)methyl)amino)-7,8-dihydropteridin-6(5H)-one CC1=NC(=NC=2N([C@H](C(NC12)=O)C)C)NCC=1SC=C(N1)C1=CC=CC=C1